tert-Butyl 4-(5-(1-(3-ethoxy-3-oxopropyl)ureido)-4,6-difluoro-1H-indol-1-yl)piperidine-1-carboxylate C(C)OC(CCN(C(=O)N)C=1C(=C2C=CN(C2=CC1F)C1CCN(CC1)C(=O)OC(C)(C)C)F)=O